O[C@@H]1[C@@H]2CC([C@H]3[C@@H]4CC[C@H]([C@@H](CCCC(C5=C(C=CC=C5)OC)O)C)[C@]4(CC[C@@H]3[C@]2(CC[C@@H]1O)C)C)=O 4β-hydroxy-3β-hydroxy-24-[hydroxy(2-methoxyphenyl)methyl]-5α-cholan-7-one